(7R)-7-(4-Fluorophenyl)-N4-methyl-N2-[4-(4-methylimidazol-1-yl)-1-bicyclo[2.2.2]octanyl]-6,7-dihydro-5H-cyclopenta[d]pyrimidin-2,4-diamin FC1=CC=C(C=C1)[C@H]1CCC2=C1N=C(N=C2NC)NC21CCC(CC2)(CC1)N1C=NC(=C1)C